tert-butyl 6-(2-methylthio-5-oxo-7,8-dihydropyrido[4,3-d]pyrimidin-6(5H)-yl)hexanoate CSC=1N=CC2=C(N1)CCN(C2=O)CCCCCC(=O)OC(C)(C)C